N-[(1S)-1-(dicyclopropylmethyl)-2-[[5-(2,5-dimethyl-1-oxido-pyridin-1-ium-3-yl)-6-fluoro-2-pyridyl]amino]-2-oxo-ethyl]-2-(2,2,2-trifluoroethyl)pyrazole-3-carboxamide C1(CC1)C([C@@H](C(=O)NC1=NC(=C(C=C1)C=1C(=[N+](C=C(C1)C)[O-])C)F)NC(=O)C=1N(N=CC1)CC(F)(F)F)C1CC1